C(C)C(CC(=O)N[C@H](C(=O)O)CCN(CCCCC1=NC=2NCCCC2C=C1)C[C@@H](C)OC)CC(F)(F)F (2S)-2-(3-ethyl-5,5,5-trifluoropentanamido)-4-(((R)-2-methoxypropyl)(4-(5,6,7,8-tetrahydro-1,8-naphthyridin-2-yl)butyl)amino)butanoic acid